[Br-].C(C)[N+](CC)(CC)CC tetraethylammonium bromide salt